C(#N)NC(=O)C1=CC=C(C=N1)C=1CCN(CC1)CC=1C=NC=2C=C(C(NC2C1)=O)CC N-cyano-1'-((7-ethyl-6-oxo-5,6-dihydro-1,5-naphthyridin-3-yl)methyl)-1',2',3',6'-tetrahydro-[3,4'-bipyridine]-6-carboxamide